Cl.CC1=NC(=CC(=C1)C=1N(C2=CC(=CC=C2C1C)C=1C=NC(=CC1)N1CCNCC1)CC1=CC=C(C=C1)OC)C 2-(2,6-dimethylpyridin-4-yl)-1-(4-methoxybenzyl)-3-methyl-6-(6-(piperazin-1-yl)pyridin-3-yl)-1H-indole hydrochloride